ClC1=C(C=C2C(=NN=C(C2=C1)N1CCN(CC1)C(C=C)=O)[C@H](C)C1=CC=CC=C1)C1=C(C=CC=C1O)F 1-(4-(7-chloro-6-(2-fluoro-6-hydroxyphenyl)-4-((1R)-1-phenylethyl)-1-phthalazinyl)-1-piperazinyl)-2-propen-1-one